2-((4-fluoro-2-methylphenyl)amino)-N-(6-methoxy-5-methylpyridin-3-yl)-4-(trifluoromethyl)benzamide FC1=CC(=C(C=C1)NC1=C(C(=O)NC=2C=NC(=C(C2)C)OC)C=CC(=C1)C(F)(F)F)C